3-[(4-cyclopropoxyphenyl)methyl]-1-[1-(2,4-difluorophenyl)ethyl]-1-(1-methylpiperidin-4-yl)urea C1(CC1)OC1=CC=C(C=C1)CNC(N(C1CCN(CC1)C)C(C)C1=C(C=C(C=C1)F)F)=O